[Br-].C(CCC)N1C(C=CC=C1)C 1-butyl-2-methyl-pyridine bromide